P(=O)(OC1[C@H](O)[C@@H](O)[C@@H](O)[C@H](O1)CO)([O-])[O-] galactosyl phosphate